7-(1-hydroxyethyl)-2-methylpyrazolo[1,5-a]pyridine-5-carboxylic acid OC(C)C1=CC(=CC=2N1N=C(C2)C)C(=O)O